(1R,2S)-5'-methoxy-2-{3-[(4-methoxy-1-methylpyrazol-3-yl)amino]-1H-indazol-6-yl}-1'H-spiro[cyclopropane-1,3'-indol]-2'-one COC=1C=C2[C@]3(C(NC2=CC1)=O)[C@@H](C3)C3=CC=C1C(=NNC1=C3)NC3=NN(C=C3OC)C